8-(4-(2-Morpholinoethoxy)pyridin-2-yl)-N-(6-Morpholinopyridin-3-yl)pyrido[3,4-d]pyrimidin-2-amine O1CCN(CC1)CCOC1=CC(=NC=C1)C1=NC=CC2=C1N=C(N=C2)NC=2C=NC(=CC2)N2CCOCC2